O(C1=CC=CC=C1)CCCC(=O)NCC(=O)N1[C@@H](C[C@@H](C1)C1=CC=CC=C1)C(=O)OCC1=CC=CC=C1 benzyl (2S,4R)-1-((4-phenoxybutanoyl)glycyl)-4-phenylpyrrolidine-2-carboxylate